ClC=1C=C2C=NNC2=C(C1)C(C1C[C@@H]2[C@@H](CN(C2)C(C)=O)C1)O 1-((3aR,6aS)-5-((5-chloro-1H-indazol-7-yl)(hydroxy)methyl)hexahydrocyclopenta[c]pyrrol-2(1H)-yl)ethanone